Hydroxycalcium phosphate P(=O)([O-])([O-])[O-].O[Ca+].O[Ca+].O[Ca+]